C(C1=CC=CC=C1)NCCNCCNCC1=CC=CC=C1 N,N''-dibenzyldiethylenetriamine